NC1=C(SC2=NC(=CC(=C21)C2=CC=C(OCC(=O)O)C=C2)C=2SC=CN2)S(=O)CCCC 2-(4-(3-amino-2-(butylsulfinyl)-6-(thiazol-2-yl)thieno[2,3-b]pyridin-4-yl)phenoxy)acetic acid